4,4'-(anthracene-2,6-diyl)bis(1-phenylpyridine) dichloride [Cl-].[Cl-].C1=C(C=CC2=CC3=CC(=CC=C3C=C12)C1=CCN(C=C1)C1=CC=CC=C1)C1=CCN(C=C1)C1=CC=CC=C1